2,3-di-O-benzyl-5-O-(4-methoxyphenyl)-D-ribofuranose C(C1=CC=CC=C1)O[C@H]1C(O)O[C@@H]([C@H]1OCC1=CC=CC=C1)COC1=CC=C(C=C1)OC